ClC=1C=C(C=CC1)[C@@H](CO)NC(=O)NC=1C=NN(C1)C1=NC(=NC=C1)NC1=CC(=CC=C1)C#C (S)-1-(1-(3-chlorophenyl)-2-hydroxyethyl)-3-(1-(2-((3-ethynylphenyl)amino)pyrimidin-4-yl)-1H-pyrazol-4-yl)urea